FC1=C(C=CC(=C1C1=CC=C2C(=NNC2=C1F)C1=NN=C(N1)C)F)NS(=O)(=O)C=1C(=NC=C(C1)F)OC N-(2,4-difluoro-3-(7-fluoro-3-(5-methyl-4H-1,2,4-triazol-3-yl)-1H-indazol-6-yl)phenyl)-5-fluoro-2-methoxypyridine-3-sulfonamide